C(C=C)OC(=O)[C@H]1OC([C@@H]([C@H]([C@@H]1O)O)O)O (2S,3S,4S,5R)-3,4,5,6-tetrahydroxy-tetrahydro-2H-pyran-2-carboxylic acid allyl ester